O1[C@@H](COCC1)CNC(=O)C1=C(C2=C(CC(C3=CN(N=C23)CC2CCN(CC2)C(C(CC)=O)=O)C)O1)C(F)(F)F N-{[(2R)-1,4-dioxan-2-yl]methyl}-4-methyl-2-{[1-(2-oxobutanoyl)piperidin-4-yl]methyl}-8-(trifluoromethyl)-4,5-dihydro-2H-furo[2,3-g]indazole-7-carboxamide